O=C(/C=C/C1=NNC(=C1)C(=O)OCC)C1=CC=CC=C1 (E)-ethyl 3-(3-oxo-3-phenylprop-1-en-1-yl)-1H-pyrazole-5-carboxylate